C(CCC)NC(=O)N(C)C butyl-3,3-dimethylurea